C(CCCCCC)(=O)C1=CC=CC=C1 heptanophenone